5-((5-(6,7-dimethoxy-2,3-dihydro-1H-inden-4-yl)indolin-1-yl)methyl)pyrimidine-2,4-diamine trihydrochloride Cl.Cl.Cl.COC1=CC(=C2CCCC2=C1OC)C=1C=C2CCN(C2=CC1)CC=1C(=NC(=NC1)N)N